3,5-di(9H-carbazol-9-yl)-2'-(9H-pyrido[3,4-b]indol-9-yl)-[1,1'-biphenyl] C1=CC=CC=2C3=CC=CC=C3N(C12)C=1C=C(C=C(C1)N1C2=CC=CC=C2C=2C=CC=CC12)C1=C(C=CC=C1)N1C2=C(C3=CC=CC=C13)C=CN=C2